FC1=C(C=C(C=C1F)N1N=CC2=CC(=CC=C12)N1CCN(CCC1)S(=O)(=O)C)O 2,3-Difluoro-5-(5-(4-(methylsulfonyl)-1,4-diazepan-1-yl)-1H-indazol-1-yl)phenol